C(N)(=O)C=1C(=NC(=C(N1)CC)NC1CCOCC1)NC=1C=C(OCCCCNC(OC(C)(C)C)=O)C=CC1 tert-butyl (4-(3-((3-carbamoyl-5-ethyl-6-((tetrahydro-2H-pyran-4-yl)amino)pyrazin-2-yl)amino) phenoxy)butyl)carbamate